1-tert-butyl-3-ethylcarbodiimide C(C)(C)(C)N=C=NCC